FCC(C)NC(=O)C1=CN=C(S1)C=1C(=C2C(=NC1)NC=C2)NC2C[C@@H]1[C@@H](CN(C1)C([C@H](C)O)=O)C2 N-(1-fluoropropan-2-yl)-2-(4-(((3aR,5R,6aS)-2-((S)-2-hydroxypropanoyl)-octahydrocyclopenta[c]pyrrol-5-yl)amino)-1H-pyrrolo[2,3-b]pyridin-5-yl)thiazole-5-carboxamide